(1R,6S)-2,2-difluoro-6-{[(1R,3S,5S)-8-(propan-2-yl)-8-azabicyclo[3.2.1]octan-3-yl]oxy}cyclohexan-1-amine FC1([C@@H]([C@H](CCC1)OC1C[C@H]2CC[C@@H](C1)N2C(C)C)N)F